N-(1-((S)-4-bromo-5-chloro-2-phenyl-2,3-dihydrobenzofuran-2-yl)ethyl)-2-methylpropan-2-sulfinamide BrC1=C(C=CC2=C1C[C@](O2)(C2=CC=CC=C2)C(C)NS(=O)C(C)(C)C)Cl